FC1=CC=C(C=C1)CC1=C(NC(C)C2=NC(=CC=C2)C(C)NC2=C(C=C(C=C2C)C)C)C(=CC(=C1)CC1=CC=C(C=C1)F)F 2-(1-(2,4-bis(4-fluorophenyl)methyl-6-fluoroanilino)ethyl)-6-(1-(2,4,6-trimethyl-anilino)ethyl)pyridine